ON=C(NC1=CC(=CC=C1)C(F)(F)F)C1=NON=C1NCCNS(=O)(=O)C N'-hydroxy-4-((2-(methylsulfonylamino)ethyl)-amino)-N-(3-(trifluoromethyl)phenyl)-1,2,5-oxadiazol-3-carboxamidine